C1(CC1)C=1C(=NSC1C(=O)NC1=CC(=NC=C1)C(F)(F)F)C=1C=2N(C=CC1)N=CC2 4-CYCLOPROPYL-3-(PYRAZOLO[1,5-A]PYRIDIN-4-YL)-N-(2-(TRIFLUOROMETHYL)PYRIDIN-4-YL)ISOTHIAZOLE-5-CARBOXAMIDE